vinylsulfonic acid, sodium salt [Na+].C(=C)S(=O)(=O)[O-]